Dibromo(hexamethylbenzene) ruthenium (II) [Ru+2].BrC(C1=C(C(=C(C(=C1C)C)C)C)C)Br